C1(=C(C=CC=C1)C1=C(C(=NN=N1)C1=C2C(=C(C(=C1C(C)(C)C)C(C)(C)C)C1=CC=CC=C1)N=C1C=CC3=C4C=CC=CC4=NC3=C12)C1=C(C=CC=C1)C=1C(=CC=CC1)C1=CC=CC=C1)C1=CC=CC=C1 (biphenylyl)(terphenylyl)[(phenyl)di(tert-butyl)indolocarbazolyl]triazine